C(#N)C1=CC=C(C=C1)C1=CC=C(C=C1)OC[C@]1(CN(CC1)C(C1=CC=C(C=C1)OC)=O)C#N |r| racemic-3-(((4'-cyano-[1,1'-biphenyl]-4-yl)oxy)methyl)-1-(4-methoxybenzoyl)pyrrolidine-3-carbonitrile